1-(3-methylthiomethoxy-4-difluoromethoxystyryl)-2,6-dimethylpyridin-4(1H)-one CSCOC=1C=C(C=CN2C(=CC(C=C2C)=O)C)C=CC1OC(F)F